di(tert-butyl)(fluoro)(5-methoxy-1-methyl-1H-1,7-diazainden-2-yl)silane tert-butyl-[(4-aminophenyl)methyl]carbamate C(C)(C)(C)N(C(O)=O)CC1=CC=C(C=C1)N.C(C)(C)(C)[Si](C=1N(C2=NC=C(C=C2C1)OC)C)(F)C(C)(C)C